3-bromo-N-(3-fluorophenyl)-N-methyl-pyrazolo[1,5-a]pyridine-5-carboxamide BrC=1C=NN2C1C=C(C=C2)C(=O)N(C)C2=CC(=CC=C2)F